(2R)-N-[2-(1-benzylpiperidin-4-yl)ethyl]-4-(4-cyano-3,5-difluorophenyl)-2-methylpiperazine-1-carboxamide C(C1=CC=CC=C1)N1CCC(CC1)CCNC(=O)N1[C@@H](CN(CC1)C1=CC(=C(C(=C1)F)C#N)F)C